1-(PROP-2-YN-1-YL)PIPERIDINE-2-CARBALDEHYDE C(C#C)N1C(CCCC1)C=O